Cl.FC=1C(=C2C=CN=CC2=CC1)CNC1CC(C1)OC1=CC(=NC=C1)C(F)(F)F (1r,3r)-N-((6-fluoroisoquinolin-5-yl)methyl)-3-((2-(trifluoromethyl)pyridin-4-yl)oxy)cyclobutan-1-amine hydrochloride